C(C)OC(NC(C(=CNC1=CC(=C(C(=C1)Cl)OC1=NNC(C2=CC=CC=C12)=O)Cl)C#N)=O)=O (2-cyano-3-((3,5-dichloro-4-((4-oxo-3,4-dihydro-phthalazin-1-yl)oxy)phenyl)amino)acryloyl)carbamic acid ethyl ester